5-cyclopropyl-N3-methyl-1-(4-methylbenzyl)-1H-pyrazole-3,5-dicarboxamide C1(CC1)C1(C=C(NN1CC1=CC=C(C=C1)C)C(=O)NC)C(=O)N